C(CCCCCCCCCCCCCCC)(=O)O[C@@H]1[C@](O[C@H](C1)N1C2=NC(=NC(=C2N=C1)N)F)(COC(CCCCCCCCCCCCCCC)=O)C#C (2R,3S,5R)-5-(6-amino-2-fluoro-9H-purin-9-yl)-2-ethynyl-2-((palmitoyloxy)methyl)tetra-hydrofuran-3-yl palmitate